(3R,4R)-3-methyl-4-[(1S)-1-{[(S)-2-methylpropan-2-sulfinyl]amino}ethyl]piperidine-1-carboxylic acid tert-butyl ester C(C)(C)(C)OC(=O)N1C[C@@H]([C@@H](CC1)[C@H](C)N[S@@](=O)C(C)(C)C)C